(R)-2-methyl-2-(3-(3-methyl-1H-pyrazol-5-yl)-5-(3-methylmorpholino)isothiazolo[4,5-b]pyridin-7-yl)propionic acid CC(C(=O)O)(C)C1=C2C(=NC(=C1)N1[C@@H](COCC1)C)C(=NS2)C2=CC(=NN2)C